N-(5-(4-cyanophenoxy)pyridin-2-yl)-2-(4,4-difluoro-3-(6-oxo-1,6-dihydropyridin-3-yl)piperidin-1-yl)propanamide C(#N)C1=CC=C(OC=2C=CC(=NC2)NC(C(C)N2CC(C(CC2)(F)F)C2=CNC(C=C2)=O)=O)C=C1